3-chloro-5-ethyl-6,7,8,9-tetrahydro-5H-pyrido[3',4':4,5]pyrrolo[2,3-c]pyridazine ClC1=CC2=C(N=N1)NC1=C2C(NCC1)CC